(2-((tert-butyldimethylsilyl)oxy)ethyl)-1-(4-(difluoromethoxy)benzoyl)-6-methylhexahydro-4H-pyrazino[1,2-a]pyrimidine-4,7(6H)-dione [Si](C)(C)(C(C)(C)C)OCCC1N(C2N(C(C1)=O)C(C(NC2)=O)C)C(C2=CC=C(C=C2)OC(F)F)=O